FS(C1=CC=C(C=C1)N1N=C(C=2C1=NC=CC2)CNC(C=C)=O)(F)(F)(F)F N-((1-(4-(pentafluoro-lambda6-sulfanyl)phenyl)-1H-pyrazolo[3,4-b]pyridin-3-yl)methyl)acrylamide